ClC=1C=C(NC2(CCC3(C(=CC4=CC=CC=C34)CCOC3=CC(=NC=C3)F)CC2)C(=O)O)C=CC1 (1r,4r)-4-(3-chloroanilino)-2'-{2-[(2-fluoropyridin-4-yl)oxy]ethyl}spiro[cyclohexane-1,1'-indene]-4-carboxylic acid